(R)-1-(4-((2,2-dimethylcyclopentyl)oxy)-2-fluoro-5-nitrophenyl)tetrazole CC1([C@@H](CCC1)OC1=CC(=C(C=C1[N+](=O)[O-])N1N=NN=C1)F)C